SCC(C(=O)N1[C@@H](CCC1)C(=O)O)C (S)-1-(3-Mercapto-2-methyl-1-oxopropyl)-L-proline